FC(OC1=C(C=C(C(=C1)F)C1=C(C(=C(C(=C1F)F)F)F)F)C(=O)NS(N(C)C)(=O)=O)F 4-(difluoromethoxy)-N-(N,N-dimethylsulfamoyl)-2',3',4',5',6,6'-hexafluoro-[1,1'-biphenyl]-3-carboxamide